FC1=CC=C(C=C1)S(=O)(=O)NC(CCCCCCC)=O N-(4-fluorobenzenesulfonyl)octanoamide